C[C@@](C=C)(CCC=C(C)C)O (3S)-3,7-dimethylocta-1,6-dien-3-ol